ClC1=CC=C(S1)C(=O)NC[C@@H](C(=O)[O-])NS(=O)(=O)C1=C(C(=CC=C1)N1C(CCC1)=O)CC.[Li+] Lithium (2S)-3-{[(5-chloro-2-thienyl)carbonyl]amino}-2-({[2-ethyl-3-(2-oxopyrrolidin-1-yl)-phenyl] sulfonyl} amino)propanoate